IC=1C=CC(=NC1)NC[C@@H](CCO)CNC=1N=NC(=CN1)C |r| rac-4-((5-iodopyridin-2-yl)amino)-3-(((6-methyl-1,2,4-triazin-3-yl)amino)methyl)butan-1-ol